2-(2-chlorophenyl)-4,4-dimethyl-pyrrolidine ClC1=C(C=CC=C1)C1NCC(C1)(C)C